C1(CCCCC1)N1C[C@H]([C@@H](CC1)N1N=CC(=C1)C1(NC=C(C(=N1)N)C(F)(F)F)N)F 2-(1-((trans)-1-cyclohexyl-3-fluoropiperidin-4-yl)-1H-pyrazol-4-yl)-5-(trifluoromethyl)pyrimidine-2,4-diamine